imidazolo[4,5-c]pyridine-5(4H)-carboxylate N1=CN=C2CN(CC=C21)C(=O)[O-]